2-bromo-3,5,6-trifluorobenzyl (1R)-trans-3-(2,2-dichloro-1-ethenyl)-2,2-dimethylcyclopropanecarboxylate ClC(=C[C@H]1C([C@@H]1C(=O)OCC1=C(C(=CC(=C1F)F)F)Br)(C)C)Cl